(6-Amino-4-methoxy-3',4',5',6'-tetrahydro-2'H-[3,4']bipyridinyl-1'-yl)-(5-cyclobutylmethoxy-4-methoxy-pyridin-2-yl)-methanone NC1=CC(=C(C=N1)C1CCN(CC1)C(=O)C1=NC=C(C(=C1)OC)OCC1CCC1)OC